6-Bromo-2,4-dichloro-7-(2-chloro-5-fluorophenyl)-8-[(4-methoxyphenyl)methyl]-8,9-dihydro-7H-pyrrolo[4,3-H]quinazoline BrC=1C=C2C(=NC(=NC2=C2C1C(N(C2)CC2=CC=C(C=C2)OC)C2=C(C=CC(=C2)F)Cl)Cl)Cl